ethyl 2-[4-isopropyl-2-(methylamino)-7-oxo-thieno[2,3-d]pyridazin-6-yl]acetate C(C)(C)C=1C2=C(C(N(N1)CC(=O)OCC)=O)SC(=C2)NC